ClCCOC1=C(C=C2C(=NC=NC2=C1)NC1=CC(=C(C=C1)F)Cl)OCCCN1CCOCC1 7-[(2-chloroethyl)oxy]-4-[(3-chloro-4-fluorophenyl)amino]-6-{[3-(1,4-oxazinane-4-yl)propyl]oxy}quinazoline